NN1C(CCCC1)=O 1-aminopiperidin-2-one